ClC1=C(C(=O)OC)C=C(C=C1)N(C)C1=NOC(C1)(C(F)(F)F)C1=CC(=C(C(=C1)Cl)F)Cl methyl 2-chloro-5-[[5-(3,5-dichloro-4-fluoro-phenyl)-5-(trifluoromethyl)-4H-isoxazol-3-yl]-methyl-amino]benzoate